dimethylpyrrole CC1=C(NC=C1)C